4-((2-(2,4-dihydroxy-5-isopropylbenzoyl)isoindolin-5-yl)methyl)piperazine-1-carboxylic acid benzyl ester C(C1=CC=CC=C1)OC(=O)N1CCN(CC1)CC=1C=C2CN(CC2=CC1)C(C1=C(C=C(C(=C1)C(C)C)O)O)=O